FC1(CCC2=C1N=C(N=C2C2=CC=C(C=C2)C(CS(=O)(=O)C)=O)SC)F 1-(4-(7,7-difluoro-2-(methylthio)-6,7-dihydro-5H-cyclopenta[d]pyrimidin-4-yl)phenyl)-2-(methylsulfonyl)ethan-1-one